NC=1N=NC(=CC1N1C[C@H](OCC1)C1=C(C=C(C(=O)OC)C=C1)C)Cl Methyl (R)-4-(4-(3-amino-6-chloropyridazin-4-yl)morpholin-2-yl)-3-methylbenzoate